C(C1=CC=CC=C1)N(CC=1C(=NC=CC1)Cl)CCO[Si](C)(C)C(C)(C)C N-benzyl-2-(tert-butyldimethylsilyloxy)-N-((2-chloropyridin-3-yl)methyl)ethylamine